ethyl 3-((7-((3-bromo-2-methylbenzyl)oxy)chroman-4-yl)amino)propionate BrC=1C(=C(COC2=CC=C3C(CCOC3=C2)NCCC(=O)OCC)C=CC1)C